(S)-methyl 2-((S)-2-amino-3-cyclopropylpropanamido)-3-((R)-5,5-dimethyl-2-oxopyrrolidin-3-yl)propanoate hydrochloride Cl.N[C@H](C(=O)N[C@H](C(=O)OC)C[C@H]1C(NC(C1)(C)C)=O)CC1CC1